3-(6-Methylpyridin-2-yl)-N-phenyl-4-(quinolin-4-yl)-1H-pyrazole-1-carbothioamide CC1=CC=CC(=N1)C1=NN(C=C1C1=CC=NC2=CC=CC=C12)C(NC1=CC=CC=C1)=S